3-(1,3-dithiane-2-yl)-1H-indole S1C(SCCC1)C1=CNC2=CC=CC=C12